7-methyl-1,4-dioxaspiro[4.5]dec-7-ene CC=1CC2(OCCO2)CCC1